CC1=C(C(=O)O)C=CC(=C1)N1CCN(CC1)C 2-methyl-4-(4-methylpiperazin-1-yl)benzoic acid